(2,4-dimethyl-5-(2-oxo-1,2-dihydroindole-3-ylidenemethyl)-1H-pyrrole-3-yl)-propionic acid CC=1NC(=C(C1C(C(=O)O)C)C)C=C1C(NC2=CC=CC=C12)=O